C[S@](=O)C1=CC=C(C=C1)C1=CC2=NC=CC(=C2O1)C=1C=C(C=CC1)C(=O)N1CCOCC1 (S)-(3-(2-(4-(methylsulfinyl)phenyl)furo[3,2-b]pyridin-7-yl)phenyl)(morpholino)methanone